C(CC)OC([C@H]1NCCC1)=O L-proline propyl ester